4-amino-5-methoxy-1-(2-methylpyridin-3-yl)-7-(trifluoromethyl)quinazolin-2(1H)-one NC1=NC(N(C2=CC(=CC(=C12)OC)C(F)(F)F)C=1C(=NC=CC1)C)=O